4-((3-(8-(((3S,4R)-3-fluoro-1-isopropylpiperidin-4-yl)amino)-3-vinylimidazo[1,2-a]pyridin-2-yl)prop-2-yn-1-yl)amino)-3-methoxy-N-methylbenzamide F[C@H]1CN(CC[C@H]1NC=1C=2N(C=CC1)C(=C(N2)C#CCNC2=C(C=C(C(=O)NC)C=C2)OC)C=C)C(C)C